1-cyano-2-methylpropan-2-yl-4-bromo-2,6-dimethyl-7-oxo-6,7-dihydro-1H-pyrrolo[2,3-c]pyridine-3-carboxylate C(#N)CC(C)(C)OC(=O)C1=C(NC=2C(N(C=C(C21)Br)C)=O)C